pentylmethylammonium sulfate S(=O)(=O)([O-])[O-].C(CCCC)[NH2+]C.C(CCCC)[NH2+]C